tert-Butyl [(3R,4S,5S)-4-hydroxy-4,5-dimethylpiperidin-3-yl]carbamate O[C@@]1([C@@H](CNC[C@@H]1C)NC(OC(C)(C)C)=O)C